(4R,5S)-5-((S)-5H-Imidazo[5,1-a]isoindol-5-yl)-4,5,6,7-tetrahydropyrazolo[1,5-a]pyridin-4-ol C=1N=CN2C1C1=CC=CC=C1[C@@H]2[C@H]2[C@H](C=1N(CC2)N=CC1)O